COC=1C=C2C(=CNC2=CC1)C(CN(C)C)C 2-(5-methoxy-1H-indol-3-yl)-N,N-dimethylpropan-1-amine